5-(azetidin-1-yl)-3-(4-fluorophenyl)-N-[2-methoxy-6-(4,4,5,5-tetramethyl-1,3,2-dioxaborolan-2-yl)-3-pyridyl]isoxazole-4-carboxamide N1(CCC1)C1=C(C(=NO1)C1=CC=C(C=C1)F)C(=O)NC=1C(=NC(=CC1)B1OC(C(O1)(C)C)(C)C)OC